(1r,3r)-3-(4-(2-(4-((6-((3,3-difluoroazetidine-1-yl)methyl)pyridazin-3-yl)oxy)phenyl)propan-2-yl)phenoxy)cyclobutane-1-amine FC1(CN(C1)CC1=CC=C(N=N1)OC1=CC=C(C=C1)C(C)(C)C1=CC=C(OC2CC(C2)N)C=C1)F